ethandiamide C(C(=O)N)(=O)N